2-(6-(3-(Difluoromethyl)-4-fluorophenyl)-1H-pyrazolo[4,3-b]pyridin-1-yl)-1-(3-(pyridin-3-yl)azetidin-1-yl)ethan-1-one FC(C=1C=C(C=CC1F)C=1C=C2C(=NC1)C=NN2CC(=O)N2CC(C2)C=2C=NC=CC2)F